BrC=1N=C2C(=NC1N1C3CC(CC1CC3)NC(OC(C)(C)C)=O)N(N=C2I)COCC[Si](C)(C)C tert-Butyl N-[exo-8-(5-bromo-3-iodo-1-{[2-(trimethylsilyl)ethoxy]methyl}-1H-pyrazolo[3,4-b]pyrazin-6-yl)-8-azabicyclo[3.2.1]octan-3-yl]carbamate